2-(5-fluoro-2-(methoxymethoxy)phenyl)-2-(6-(4-(1-methylpiperidin-4-yl)phenyl)-4-oxo-2H-benzo[e][1,3]oxazin-3(4H)-yl)acetic acid FC=1C=CC(=C(C1)C(C(=O)O)N1COC2=C(C1=O)C=C(C=C2)C2=CC=C(C=C2)C2CCN(CC2)C)OCOC